[C@H](C)(CC)[C@H](CC([C@@H](NC(OC(C)(C)C)=O)CCCN1C(=NC=C1)[N+](=O)[O-])=O)C(NCCCOCCCCC(=O)O)=O (6S,9S)-9-((S)-sec-butyl)-2,2-dimethyl-6-(3-(2-nitro-1H-imidazol-1-yl)propyl)-4,7,10-trioxo-3,15-dioxa-5,11-diazaicosan-20-oic acid